FC(C1=CC(=C(C=C1)COC1=CC=CC(=N1)C1=CC(=C(C=C1F)CC(=O)OC)F)F)F Methyl 2-[4-[6-[[4-(difluoromethyl)-2-fluoro-phenyl]methoxy]-2-pyridyl]-2,5-difluoro-phenyl]acetate